4-{5-[4-(pentyloxy)phenyl]-1,2-oxazol-3-yl}benzene C(CCCC)OC1=CC=C(C=C1)C1=CC(=NO1)C1=CC=CC=C1